CN1C(=NN=C1)C1(CC(C1)[S@](=O)C)C=1C=C(C=CC1)N1C(C2=CC(=CC(=C2C1)C(F)(F)F)CNC1(CCC1)C)=O 2-(3-((1R,3r)-1-(4-methyl-4H-1,2,4-triazol-3-yl)-3-((R)-methylsulfinyl)cyclobutyl)phenyl)-6-(((1-methylcyclobutyl)amino)methyl)-4-(trifluoromethyl)isoindolin-1-one